ClC=1C=NC(=NC1)N1CCC(CC1)[C@@H]1[C@@H](C1)CCO 2-[(1S,2R)-2-[1-(5-chloropyrimidin-2-yl)-4-piperidinyl]cyclopropyl]ethanol